[2H]OC1=CC=CC=C1 phenol-d1